FC1=C(C(=C(C(=C1[B-](C1=C(C(=C(C(=C1F)F)F)F)F)(C1=C(C(=C(C(=C1F)F)F)F)F)C1=C(C(=C(C(=C1F)F)F)F)F)F)F)F)F.C(CCCCCCCCCCCCC)[N+](C)(C)C tetradecyldimethyl-(methyl)ammonium tetrakis(pentafluorophenyl)borate